[2-(methylamino)quinazolin-5-yl]Aminobenzamide CNC1=NC2=CC=CC(=C2C=N1)NC1=C(C(=O)N)C=CC=C1